C1(CC1)OC=1C=C(C=CC1)C1=CC(=NN1C1=C(C=CC=C1)N(C)C)COC(C(=O)O)(C)C 2-([5-(3-cyclopropoxyphenyl)-1-[2-(dimethylamino)phenyl]-1H-pyrazol-3-yl]methoxy)-2-methylpropanoic acid